C1CCCC=CCC1 5-cyclooctene